3-Indolylacetone CC(=O)CC1=CNC2=CC=CC=C21